N[C@H]1CNC[C@@H]1OC(F)(F)F (3S,4S)-3-amino-4-(trifluoromethoxy)pyrrolidin